FC(C(=O)O)(F)F.COC1=CC(=C(C=C1OC)NC(=O)C=1C=NC2=CC=CC=C2C1)C(NC1=CC=C(C=C1)CCNC)=O N-(4,5-dimethoxy-2-((4-(2-(methylamino)ethyl)phenyl)carbamoyl)phenyl)quinoline-3-carboxamide trifluoroacetate